C(C)(C)(C)C(C(=O)O)=C tert-butyl-acrylic acid